C(C1=CC=CC=C1)N(C1=CC=C2[C@H](CC[C@@]3(CC4=NC(=C(C(=C4CO3)Cl)[Si](C)(C)C)Cl)C2=C1Br)C)CC1=CC=CC=C1 (1R,4S)-N,N-dibenzyl-8-bromo-2',4'-dichloro-4-methyl-3'-(trimethylsilyl)-3,4,5',8'-tetrahydro-2H-spiro[naphthalene-1,7'-pyrano[4,3-b]pyridin]-7-amine